ClC1=NC=C(C(=C1)C1=CCN(C(=C1)OC1CC1)C=1SC(=NN1)OC)OC 2'-chloro-6-cyclopropoxy-5'-methoxy-N-(5-methoxy-1,3,4-thiadiazol-2-yl)-(4,4'-bipyridine)